C(C)[C@@H]1CN(CCN1CC1CC1)C(=O)C=1C=C(CN2C(NC(C3=CC=CC=C23)=O)=O)C=CC1F (R)-1-(3-(3-Ethyl-4-cyclopropylmethylpiperazine-1-carbonyl)-4-fluorobenzyl)quinazoline-2,4(1H,3H)-dione